cis-9-fluoro-6,7,8,9-tetrahydro-5H-5,8-epiminocyclohepta[d]pyrimidine hydrochloride Cl.FC1C2CCC(C3=C1N=CN=C3)N2